6-(2,3-Dihydro-1H-indol-4-yl)pyridine-3-carbaldehyde N1CCC2=C(C=CC=C12)C1=CC=C(C=N1)C=O